C(C)(C)(C)C=1C=C(CCC(=O)O)C=C(C1O)C(C)(C)C 3,5-di-t-butyl-4-hydroxyhydrocinnamic acid